FC1=C(C=CC(=C1)F)C1=NN=C(O1)NC(C1=CC=C(C=C1)SC(F)(F)F)=O N-(5-(2,4-difluorophenyl)-1,3,4-oxadiazol-2-yl)-4-((trifluoromethyl)thio)benzamide